1-((3S,4r)-4-(3,5-difluorophenyl)-1-(2-methoxyethyl)pyrrolidin-3-yl)-3-(3-(((S)-2,2-dimethyl-1,3-dioxolan-4-yl)methoxy)-4-methyl-1-phenyl-1H-pyrazol-5-yl)urea FC=1C=C(C=C(C1)F)[C@H]1[C@@H](CN(C1)CCOC)NC(=O)NC1=C(C(=NN1C1=CC=CC=C1)OC[C@@H]1OC(OC1)(C)C)C